C(C)OC([C@@H](N)C1=CC=C(C=C1)C)OCC (S)-2,2-diethoxy-1-(p-tolyl)ethan-1-amine